COC(=O)C1=CN(C(C=C1NC1CCOCC1)=O)C1CCOCC1 6-oxo-1-(tetrahydro-2H-pyran-4-yl)-4-((tetrahydro-2H-pyran-4-yl)amino)-1,6-dihydropyridine-3-carboxylic acid methyl ester